(Z)-2-(3-(4-chlorophenyl)-4-phenyl-N'-((4-(trifluoromethyl)phenyl)sulfonyl)-1,4,5,6-tetrahydropyridazine-1-carboximidamido)acetamide ClC1=CC=C(C=C1)C1=NN(CCC1C1=CC=CC=C1)\C(\NCC(=O)N)=N/S(=O)(=O)C1=CC=C(C=C1)C(F)(F)F